C(CC)CC(C(=O)O)=O.O=C(C(=O)OCCC)C propyl 2-ketopropanoate (propyl pyruvate)